The molecule is a FAHFA obtained by formal condensation of the carboxy group of palmitic acid with the hydroxy group of 8-hydroxystearic acid. It has a role as an anti-inflammatory agent, a hypoglycemic agent and a human metabolite. It is a FAHFA and a long-chain fatty acid. It derives from a hexadecanoic acid and an octadecanoic acid. It is a conjugate acid of an 8-PAHSA(1-). CCCCCCCCCCCCCCCC(=O)OC(CCCCCCCCCC)CCCCCCC(=O)O